ClCC(CC1([C@H]2C[C@H]2CN1)C(=O)OC)=C methyl (1S,5R)-2-(2-(chloromethyl) allyl)-3-azabicyclo[3.1.0]hexane-2-carboxylate